CN(C)[Si](C)(N(C)C)N[Si](OC)(OC)C (Bis(dimethylamino)(methylsilyl))(methyldimethoxysilyl)amine